3-((tert-butyldimethylsilyl)oxy)-3-(4-chloro-3-fluorophenyl)propan-1-amine [Si](C)(C)(C(C)(C)C)OC(CCN)C1=CC(=C(C=C1)Cl)F